C(CCCCCCCCCCCCCCCCCCCCCCCCCCCCC)(=O)OCCCCCCCCCCCCCCCCCCCCCCCCCC n-hexacosyl triacontanoate